9H-Fluoren-9-ylmethyl N-[(1S)-1-[[[4-[2-[[2,4-di(docosoxy)phenyl] methylamino]-2-oxo-ethoxy]phenyl]-(2,4-dimethoxyphenyl)methyl]carbamoyl]-4-(3,5-dimethylphenyl)butyl]carbamate C(CCCCCCCCCCCCCCCCCCCCC)OC1=C(C=CC(=C1)OCCCCCCCCCCCCCCCCCCCCCC)CNC(COC1=CC=C(C=C1)C(C1=C(C=C(C=C1)OC)OC)NC(=O)[C@H](CCCC1=CC(=CC(=C1)C)C)NC(OCC1C2=CC=CC=C2C=2C=CC=CC12)=O)=O